CN1CCC(CC1)CO (1-methylpiperidin-4-yl)methanol